C(C)(C)(C)N(C(O)=O)[C@@]1(CN(CC1)C=1C(=NC=C(C1C1=CC(=CC(=C1)F)F)Cl)C(N[C@@H](C)C1CC1)=O)C.CC(C1=CC=CC=C1)(C1=CC=CC=C1)C1=CC=CC=C1 methyltriphenyl-methane tert-butyl-((S)-1-(5-chloro-2-(((S)-1-cyclopropylethyl)carbamoyl)-4-(3,5-difluorophenyl)pyridin-3-yl)-3-methylpyrrolidin-3-yl)carbamate